C(C=C)(=O)N1[C@H](CN(C[C@H]1C)C1=NC(N2C3=C(C(=C(C=C13)C(F)(F)F)C1=C(C=C(C=C1)F)F)SC[C@@H]2COC([2H])([2H])[2H])=O)C (3S,10R)-7-((3S,5R)-4-acryloyl-3,5-dimethylpiperazin-1-yl)-10-(2,4-difluorophenyl)-3-((trideuteriomethoxy)methyl)-9-(trifluoromethyl)-2H-[1,4]thiazino[2,3,4-ij]quinazolin-5(3H)-one